(S)-N-(6-chloro-1-cyclobutyl-1H-benzo[d]imidazol-2-yl)-3-hydroxy-3-phenylbutanamide ClC=1C=CC2=C(N(C(=N2)NC(C[C@@](C)(C2=CC=CC=C2)O)=O)C2CCC2)C1